OC(C(=O)OC)CCSC methyl 2-hydroxy-4-methylsulfanylbutanoate